C1(CCCCCCCC=CCCCCCCO1)=O 9-hexadecen-1,16-olide